NC1C(CCC1)N1C=C(C=C1)C(=O)O 1-(2-Aminocyclopentyl)-1H-pyrrole-3-carboxylic acid